C(CCCCCCCCCCCCCCCCC)[Si](OCCC)(OCCC)CCCCCCCCCCCCCCCCCC dioctadecyldipropoxysilane